2,4,5,6-tetra(9-carbazolyl)-m-phenylenediamine C1=CC=CC=2C3=CC=CC=C3N(C12)C1=C(C(=C(C(=C1N)N1C2=CC=CC=C2C=2C=CC=CC12)N1C2=CC=CC=C2C=2C=CC=CC12)N1C2=CC=CC=C2C=2C=CC=CC12)N